NC1=NC2=CC(=CC=C2C=C1Br)C[C@H]1[C@H]2C[C@H]([C@@H]([C@]2(CC1)O)O)N1C=C(C2=C1N=CN=C2N)F (1S,2R,3aR,4S,6aR)-4-((2-amino-3-bromoquinolin-7-yl)methyl)-2-(4-amino-5-fluoro-7H-pyrrolo[2,3-d]pyrimidin-7-yl)hexahydropentalene-1,6a(1H)-diol